Cl.NCCOCCNC(C1=C(C=C(C=C1)NC=1C=2N(C=CN1)C(=CN2)C2=C(C=C(C=C2)OC)CC)CC)=O N-(2-(2-amino-ethoxy)ethyl)-2-ethyl-4-((3-(2-ethyl-4-methoxyphenyl)imidazo[1,2-a]pyrazin-8-yl)amino)benzamide hydrochloride